hydroxyethane-1-sulfonamide OC(C)S(=O)(=O)N